COC(=O)C=1N(C2=CC(=CC=C2C1)CO)C(=O)OC(C)(C)C 6-(hydroxymethyl)-1H-indol-1,2-dicarboxylic acid 1-(tert-butyl) 2-methyl ester